FC1=C(C=CC(=N1)N)C#C\C=C\C=1OC2=C(C1)C=C(C=C2)OC (E)-6-fluoro-5-(4-(5-methoxybenzofuran-2-yl)but-3-en-1-yn-1-yl)pyridin-2-amine